4-(5-(2-chlorophenyl)-3-methyl-2,10-dihydropyrazolo[4,3-b]pyrido[4,3-e][1,4]diazepin-8-yl)morpholine ClC1=C(C=CC=C1)C=1C2=C(NC=3C(N1)=C(NN3)C)C=C(N=C2)N2CCOCC2